N-methyl-N-[4-methyl-2-(3-pyridyl)thiazol-5-yl]-3-methylthio-propanamide tert-butyl-(3-(1-hydroxyethyl)oxetan-3-yl)carbamate C(C)(C)(C)N(C(O)=O)C1(COC1)C(C)O.CN(C(CCSC)=O)C1=C(N=C(S1)C=1C=NC=CC1)C